3-[(4-carbamoylpyrimidin-2-yl)amino]-1-methyl-cyclobutanecarboxylic acid C(N)(=O)C1=NC(=NC=C1)NC1CC(C1)(C(=O)O)C